[Sb].[Ga].[In] indium gallium stibium